hydroxyethyl-homocysteine OCCN[C@@H](CCS)C(=O)O